tert-butyl (2S)-2-[(1R,2R)-1-methoxy-2-methyl-2-{[(2S)-1-oxo-3-phenylpropan-2-yl]carbamoyl}ethyl]pyrrolidine-1-carboxylate CO[C@H]([C@H](C(N[C@H](C=O)CC1=CC=CC=C1)=O)C)[C@H]1N(CCC1)C(=O)OC(C)(C)C